7-(3-Ethoxy-5-(trifluoromethyl)phenyl)-2-azaspiro[3.5]nonan C(C)OC=1C=C(C=C(C1)C(F)(F)F)C1CCC2(CNC2)CC1